dimethyl adipate acetate C(C)(=O)O.C(CCCCC(=O)OC)(=O)OC